C(C=C)(=O)N1CCC(CC1)OC=1N=C2C(=NC1)NC=C2C(=O)NCC2(CCC2)O 2-[(1-acryloylpiperidin-4-yl)oxy]-N-[(1-hydroxycyclobutyl)methyl]-5H-pyrrolo[2,3-b]pyrazine-7-carboxamide